Ethyl 2-[1-(3-bromophenyl)cyclobutyl]acetate BrC=1C=C(C=CC1)C1(CCC1)CC(=O)OCC